C(C1=CC=CC=C1)OC(CCC(C(=O)N)NC([C@H](C)NC(=O)OC(C)(C)C)=O)=O benzyl-5-amino-4-((s)-2-((tert-butoxycarbonyl) amino) propanamido)-5-oxopentanoate